Cl.Cl.CC1=CC(NC(N1)=O)=O 6-methyluracil dihydrochloride